(2H-benzotriazol-2-yl)-6-(1-methyl-1-phenylethyl)-4-(1,1,3,3-tetramethylbutyl)phenol N=1N(N=C2C1C=CC=C2)C2=C(C(=CC(=C2)C(CC(C)(C)C)(C)C)C(C)(C2=CC=CC=C2)C)O